CN(C(=O)[C@H]1[C@@H](C1)C=1C=CC2=C(C(=C(O2)C)C(=O)O)C1)C Trans-5-(2-(dimethylcarbamoyl)cyclopropyl)-2-methylbenzofuran-3-carboxylic acid